Cl.FC=1C(=CC2=C(CCO2)C1)[C@H](C)N (S)-1-(5-fluoro-2,3-dihydrobenzofuran-6-yl)ethylamine hydrochloride